C12CNCC(CC1)N2C2=NC(=NC=1C(=C(C3=C(C21)COC3)C3=C(C=CC=2SC(=C(C23)C#N)N)F)Cl)N2C[C@H](CC2)N(C)C 4-(1-(3,8-Diazabicyclo[3.2.1]octan-8-yl)-5-chloro-3-((S)-3-(dimethylamino)pyrrolidin-1-yl)-7,9-dihydrofuro[3,4-f]quinazolin-6-yl)-2-amino-5-fluorobenzo[b]thiophene-3-carbonitrile